3-(6-(4-((1-oxa-8-azaspiro[4.5]decan-8-yl)methyl)benzyl)-2-oxobenzo[cd]indol-1(2H)-yl)piperidine-2,6-dione O1CCCC12CCN(CC2)CC2=CC=C(CC=1C=3C4=C(C(N(C4=CC1)C1C(NC(CC1)=O)=O)=O)C=CC3)C=C2